(5-iodo-6-methoxypyrimidin-4-yl)(methyl)carbamic acid tert-butyl ester C(C)(C)(C)OC(N(C)C1=NC=NC(=C1I)OC)=O